3,4-bis(2,3-dichloropropyl)-1-phenoxybenzene ClC(CC=1C=C(C=CC1CC(CCl)Cl)OC1=CC=CC=C1)CCl